FC1=CC2=C(C=3NC4=C(C=C(C=C4C3C(C2)C(C#C)O)F)F)C=C1 1-{3,8,10-trifluoro-5H,6H,11H-benzo[a]carbazol-6-yl}prop-2-yn-1-ol